O[C@H](CCN1C(C2=CC=CC=C2C1=O)=O)CN1C2CC2(CC1)C1=CC(=CC=C1)C(F)(F)F ((3R)-3-Hydroxy-4-(5-(3-(trifluoromethyl)phenyl)-2-azabicyclo[3.1.0]hexan-2-yl)butyl)isoindoline-1,3-dione